COC([C@@H](NC(=O)OC(C)(C)C)CCCCN)=O N-Boc-L-lysine methyl ester